(±)-4-(1-(3-(difluoromethyl)-2-fluorophenyl)ethylamino)-2-methylpyrido[2,3-d]pyrimidin-7(8H)-one FC(C=1C(=C(C=CC1)[C@@H](C)NC=1C2=C(N=C(N1)C)NC(C=C2)=O)F)F |r|